C[C@H]1N(C[C@@H](N(C1)C1=NC=CC2=C1C(=CN2S(=O)(=O)C2=CC=C(C)C=C2)C)C)C(=O)OC(C)(C)C tert-Butyl (2R,5S)-2,5-dimethyl-4-(3-methyl-1-tosyl-1H-pyrrolo[3,2-c]pyridin-4-yl)piperazine-1-carboxylate